C(C1=CC=CC=C1)C=1C=C(C=C(C1O)CC1=CC=CC=C1)C1=CC=CC=C1 3,5-Dibenzylbiphenyl-4-ol